(S)-6-((1,4-dioxan-2-yl)methoxy)-4-(benzyloxy)-3-ethyl-2-(4-phenylbut-1-yn-1-yl)pyridine O1[C@@H](COCC1)COC1=CC(=C(C(=N1)C#CCCC1=CC=CC=C1)CC)OCC1=CC=CC=C1